BrC1=C(NC2=CN=C(C(=C21)F)Cl)C(=O)OC methyl 3-bromo-5-chloro-4-fluoro-1H-pyrrolo[2,3-c]pyridine-2-carboxylate